FC=1C=C(C=CC1F)/C=C/C(=O)C1=CC=C(OC(C(=O)O)C)C=C1 2-[4-[(E)-3-(3,4-Difluorophenyl)prop-2-enoyl]phenoxy]propanoic acid